iso-propyl nonanoate C(CCCCCCCC)(=O)OC(C)C